6-(tert-butyldiphenylsilyl)-8-phenylphenanthrene [Si](C1=CC=CC=C1)(C1=CC=CC=C1)(C(C)(C)C)C=1C=C2C=3C=CC=CC3C=CC2=C(C1)C1=CC=CC=C1